[Ni].[Fe].[Sn].[Ni] nickel tin-iron nickel